3-(3-chloro-2-fluorophenyl)phenanthren-4-ol ClC=1C(=C(C=CC1)C=1C=CC=2C=CC3=CC=CC=C3C2C1O)F